2-(METHYLAMINO)PROPANE CNC(C)C